2-hexyldecyl 10-Hydroxyhexadecanoate OC(CCCCCCCCC(=O)OCC(CCCCCCCC)CCCCCC)CCCCCC